FC=1C(=CC(=NC1C1=CC=C(C=C1)F)C1(OCC(C1)O)CC1=C(N=NC2=C(C=C(C=C12)C(=O)N)OC)C)C(C)(C)O ((2-(5-fluoro-6-(4-fluorophenyl)-4-(2-hydroxypropan-2-yl)pyridin-2-yl)-4-hydroxy-tetrahydrofuran-2-yl)methyl)-8-methoxy-3-methylcinnoline-6-carboxamide